(3Z)-1-bromo-14,14-diheptyloxy-3-tetradecene BrCC\C=C/CCCCCCCCCC(OCCCCCCC)OCCCCCCC